ClC1=C(C(C2=C(NC(=N2)C2=CC=C(C=C2)C(F)(F)F)C1=O)=O)N[C@@H]1C(NCCC1)=O (S)-6-chloro-5-((2-oxopiperidin-3-yl)amino)-2-(4-(trifluoromethyl)phenyl)-1H-benzo[d]imidazole-4,7-dione